(R)-2-amino-4-(2-formamidophenyl)-4-oxobutanoic acid N[C@@H](C(=O)O)CC(=O)C1=C(C=CC=C1)NC=O